FC1=C(C(=CC(=C1)C1=NC(=CC(=N1)OC(C)C)C)F)N1CCC(CC1)CC(=O)O 2-[1-[2,6-difluoro-4-(4-isopropoxy-6-methyl-pyrimidin-2-yl)phenyl]-4-piperidinyl]acetic acid